OC1(CCC(CC1)NC(=O)C1CC(NCC1)C(F)(F)F)C(F)(F)F N-[(1r,4r)-4-hydroxy-4-(trifluoromethyl)cyclohexyl]2-(trifluoromethyl)piperidine-4-carboxamide